Tert-butyl N-cyclopropyl-N-[3-[3-[1-(2,6-dioxo-3-piperidyl)-3-methyl-2-oxo-benzimidazol-4-yl]prop-2-ynoxy]propyl]carbamate C1(CC1)N(C(OC(C)(C)C)=O)CCCOCC#CC1=CC=CC=2N(C(N(C21)C)=O)C2C(NC(CC2)=O)=O